(S)-N-(3-(5-(6-aminohex-1-yn-1-yl)thiophen-2-yl)prop-2-yn-1-yl)-2-(4-(4-chlorophenyl)-2,3,9-trimethyl-6H-thieno[3,2-f][1,2,4]triazolo[4,3-a][1,4]diazepin-6-yl)acetamide NCCCCC#CC1=CC=C(S1)C#CCNC(C[C@H]1C=2N(C3=C(C(=N1)C1=CC=C(C=C1)Cl)C(=C(S3)C)C)C(=NN2)C)=O